OC1C(CCC1C1=CC(=C(C=C1/C=C/C(=O)N)O)O)C1=CC(=C(C=C1/C=C/C(=O)N)O)O 2-hydroxycyclopentane-1,3-dicaffeamide